BrCCOC1=CC=C(C=C1)C1=CC(SS1)=S 5-(4-(2-bromoethoxy)phenyl)-3H-1,2-dithiol-3-thione